methyl 4-[(dimethylcarbamoyl)amino]-2-methoxybenzoate CN(C(=O)NC1=CC(=C(C(=O)OC)C=C1)OC)C